FC1=C(C(=CC(=C1)NC1CN(C1)CCCF)F)C1N(CC(C2=C1NC1=CC=CC=C21)(C)C)CC(CO)(F)F 3-(1-(2,6-difluoro-4-(1-(3-fluoropropyl)azetidin-3-ylamino)phenyl)-4,4-dimethyl-3,4-dihydro-1H-pyrido[3,4-b]indol-2(9H)-yl)-2,2-difluoropropan-1-ol